FC1=C(C(=CC=C1C=1CNCCC1)O)N1CC(NS1(=O)=O)=O 5-(2-fluoro-6-hydroxy-3-(1,2,5,6-tetrahydropyridin-3-yl)phenyl)-1,2,5-thiadiazolidin-3-one 1,1-dioxide